1-(4-((2-((1-(tert-butyl)-2,3-dihydro-1H-imidazo[1,2-b]pyrazol-6-yl)amino)-7-cyano-1-methyl-1H-imidazo[4,5-b]pyridin-6-yl)oxy)pyridin-2-yl)-3-methylurea C(C)(C)(C)N1CCN2N=C(C=C21)NC=2N(C=1C(=NC=C(C1C#N)OC1=CC(=NC=C1)NC(=O)NC)N2)C